C(#N)C1=CC(=C(COC2=NC=CC(=N2)NC2CCN(CC2)CC2=NC3=C(N2C[C@H]2OCC2)C=C(C=C3)C(=O)O)C=C1)F (S)-2-((4-((2-((4-cyano-2-fluorobenzyl)oxy)pyrimidin-4-yl)amino)piperidin-1-yl)methyl)-1-(oxetan-2-ylmethyl)-1H-benzo[d]imidazole-6-carboxylic acid